N1(CCNCC1)CC1CCN(CC1)C=1C=CC(=NC1)C1C(NC(CC1)=O)=O 3-{5-[4-(piperazin-1-ylmethyl)piperidin-1-yl]Pyridine-2-yl}piperidine-2,6-dione